OC1C(C=CC=C1C)(O)C 2-hydroxy-1,3-dimethylphenol